4-(2-(3-((6-chloropyridazin-4-yl)oxy)azetidin-1-yl)-7-methyl-8-oxo-6-(trifluoromethyl)-7,8-dihydropyrimido[5,4-d]pyrimidin-4-yl)-3-fluorobenzonitrile ClC1=CC(=CN=N1)OC1CN(C1)C=1N=C(C2=C(N1)C(N(C(=N2)C(F)(F)F)C)=O)C2=C(C=C(C#N)C=C2)F